N1(C=NC=C1)C1=CC=C(C=N1)OC[C@@H](C(=O)OC(C)(C)C)ON1C(C2=CC=CC=C2C1=O)=O tert-butyl (S)-3-((6-(1H-imidazol-1-yl)pyridin-3-yl)oxy)-2-((1,3-dioxoisoindolin-2-yl)oxy)propanoate